4-[[3-[4-(cyanomethoxy)-2,3-difluoro-phenyl]imidazo[1,2-a]pyrazin-8-yl]amino]-N-[2-[[(2S)-2,5-diaminopentanoyl]amino]ethyl]-2-ethyl-benzamide formate C(=O)O.C(#N)COC1=C(C(=C(C=C1)C1=CN=C2N1C=CN=C2NC2=CC(=C(C(=O)NCCNC([C@H](CCCN)N)=O)C=C2)CC)F)F